CC=1C(=C(C=2CC3=CC=CC=C3C2C1)N(C1=C(C=CC=C1)C1=CC=CC=C1)C1=C(C=CC=C1)C=1C(=CC=CC1)C1=CC=CC=C1)C (dimethylfluorenyl)(terphenylyl)(biphenylyl)amine